ClC=1C=C(C=CC1)C1=NOC(=N1)C1=NN(C(C=C1)=O)CC(=O)NC1CCC1 2-(3-(3-(3-chlorophenyl)-1,2,4-oxadiazol-5-yl)-6-oxopyridazin-1(6H)-yl)-N-cyclobutylacetamide